N1(CCNCC1)C1=CC(=NC=C1)NC=1SC2=NC(=CC=C2N1)C1=CC=NC=C1 N-(4-(piperazin-1-yl)pyridin-2-yl)-5-(pyridin-4-yl)thiazolo[5,4-b]pyridin-2-amine